COC=1C=C2C(=CC=NC2=CC1OC)OC1=CC=C(N)C=C1 4-((6,7-Dimethoxyquinolin-4-yl)oxy)aniline